N-(2-(2,6-dioxopiperidin-3-yl)-1-oxoisoindolin-5-yl)-1-methyl-3,4-dihydroisoquinoline-2(1H)-carboxamide O=C1NC(CCC1N1C(C2=CC=C(C=C2C1)NC(=O)N1C(C2=CC=CC=C2CC1)C)=O)=O